C(C1=CC=CC=C1)OC(=O)[C@@H]1C[C@H](C1)OC=O trans-3-(formyloxy)cyclobutanecarboxylic acid benzyl ester